Tert-butyl [(1S,2S,5S)-5-({[4-(5,6-dimethoxypyridazin-3-yl)phenyl]methyl}amino)-2-methoxycyclohexyl]carbamate COC=1C=C(N=NC1OC)C1=CC=C(C=C1)CN[C@H]1CC[C@@H]([C@H](C1)NC(OC(C)(C)C)=O)OC